C(C)(C)(C)C(C)(CCC(C)(C)C(C)(C)C)C 2,5-di-tert-butyl-2,5-dimethylhexane